{6-[(2-fluorophenyl)thio]-3,4-dihydro-naphthalen-1-yl}methylamine, hydrochloride Cl.FC1=C(C=CC=C1)SC=1C=C2CCC=C(C2=CC1)CN